FC1=CC=C(OCC=2N=C3N(C=C(C=N3)C=3C=CC(=NC3)O)C2)C=C1 5-[2-[(4-fluorophenoxy)methyl]imidazo[1,2-a]pyrimidin-6-yl]pyridin-2-ol